C(C1=CC=CC=C1)OC1=C(N=CC(=N1)C1=CC(CC1)=O)C(F)F 3-(6-(benzyloxy)-5-(difluoromethyl)pyrazin-2-yl)cyclopentane-2-en-1-one